ClC=1C(=C(C=CC1Cl)NC1=NC=NC2=CC=C(C=C12)N1CC2(C1)CNC2)F N-(3,4-dichloro-2-fluorophenyl)-6-(2,6-diazaspiro[3.3]heptan-2-yl)quinazolin-4-amine